OC1=C(C=CC=C1)C(\C=C\C1=CC=C(C=C1)Cl)=O (E)-1-(2-hydroxyphenyl)-3-(4-chlorophenyl)prop-2-en-1-one